NC(C(=O)OC(CCCCCCC\C=C/CCCCCCCC)CCCCCCCC\C=C/CCCCCCCC)C(C)O (9Z,27Z)-hexatriacont-9,27-dien-18-yl 2-amino-3-hydroxybutanoate